FC=1C(=CC=2C3=C(C=NC2C1)N(C(C31CN(C1)C1=CC=CC=C1)=O)C)C=1C=C(C(=NC1)OCCNC(C)C)NS(=O)(=O)C1=CN=C(S1)C N-(5-(7'-Fluoro-3'-methyl-2'-oxo-1-phenyl-2',3'-dihydrospiro[azetidine-3,1'-pyrrolo[2,3-c]quinolin]-8'-yl)-2-(2-(isopropylamino)ethoxy)pyridin-3-yl)-2-methylthiazole-5-sulfonamide